C(=C\C=C\C(=O)[O-])/C(=O)[O-] trans,trans-1,3-butadiene-1,4-dicarboxylate